5-(4-((6-((3,3-difluoroazetidin-1-yl)methyl)-1,4-dioxan-2-yl)methoxy)phenyl)-2-oxo-6-(trifluoromethyl)-1,2-dihydropyridine-3-carboxamide FC1(CN(C1)CC1COCC(O1)COC1=CC=C(C=C1)C=1C=C(C(NC1C(F)(F)F)=O)C(=O)N)F